C12=CC=CC=C2C(C1)N bicyclo[4.2.0]oct-1,3,5-triene-7-amine